CNC1=CC=C(C=C1)C1(C2=CC=CC=C2C=2C=CC=CC12)C1=CC=C(C=C1)NCC 9-(4-methylaminophenyl)-9-(4-ethylaminophenyl)fluorene